[Si](C)(C)(C(C)(C)C)OCCN([S@@](=O)C(C)(C)C)[C@H]1CCC2=C(C=CC=C12)C1=NOC(=N1)C1=CC(=C(C=C1)OC(C)C)C#N (S)-N-(2-((tert-butyldimethylsilyl)oxy)ethyl)-N-[(1S)-4-(5-(3-cyano-4-(2-propyloxy)phenyl)-1,2,4-oxadiazol-3-yl)-2,3-dihydro-1H-inden-1-yl]-2-methylpropan-2-sulfinamide